ClC1=C(C=C(C=2C3=C(NC12)C(CNC(C3)=O)CCN(C)C)C3=NN(N=C3)C)Cl 7,8-dichloro-5-(2-(dimethylamino)ethyl)-10-(2-methyl-2H-1,2,3-triazol-4-yl)-3,4,5,6-tetrahydroazepino[4,5-b]indol-2(1H)-one